7-benzyloxy-5-hydroxy-2,2-dimethyl-4H-benzo[d][1,3]dioxin-4-one C(C1=CC=CC=C1)OC=1C=C(C2=C(OC(OC2=O)(C)C)C1)O